2-(isoxazol-5-yl)acethydrazide O1N=CC=C1CC(=O)NN